(R)-2-(2-(hydroxymethyl)piperidine-1-carbonyl)-4,4-dimethylpent-2-enenitrile OC[C@@H]1N(CCCC1)C(=O)C(C#N)=CC(C)(C)C